di-tert-butyl-(1,1-diphenylprop-1-en-2-yl)phosphane C(C)(C)(C)P(C(=C(C1=CC=CC=C1)C1=CC=CC=C1)C)C(C)(C)C